azulensulfonic acid sodium hydrate O.[Na].C1(=CC=C2C=CC=CC=C12)S(=O)(=O)O